C(CCC(=O)O)(=O)O.C[C@@]12CCC[C@H]1[C@@H]1CCC3CCCC[C@]3(C)[C@H]1CC2.C[C@@]21CCC[C@H]2[C@@H]2CCC3CCCC[C@]3(C)[C@H]2CC1 androstane hemisuccinate